2-hydroxy-3,5-dinitrobenzaldehyde OC1=C(C=O)C=C(C=C1[N+](=O)[O-])[N+](=O)[O-]